1,3-bis(9-phosphafluorenyl)methylbenzene C1(=CC=CC=2C3=CC=CC=C3PC12)CC1=CC(=CC=C1)CC1=CC=CC=2C3=CC=CC=C3PC12